N=1ON=CC1 azaoxazole